C1(=C(C=CC=C1)N(N)C(=O)N)C (2-tolyl)hydrazinecarboxamide